benzyl (2S)-2-(cyanomethyl)-4-[2-[(1R)-2,2-dimethoxy-1-methyl-ethoxy]-7-[3-(methoxymethoxy)-1-naphthyl]-6,8-dihydro-5H-pyrido[3,4-d]pyrimidin-4-yl]piperazine-1-carboxylate C(#N)C[C@@H]1N(CCN(C1)C=1C2=C(N=C(N1)O[C@@H](C(OC)OC)C)CN(CC2)C2=CC(=CC1=CC=CC=C21)OCOC)C(=O)OCC2=CC=CC=C2